C(C)(C)(C)OC(=O)NC1=C2N=CN(C2=NC=N1)CC1=C(C=C(C=C1C=O)Cl)N1C[C@](CC1)(C(NC1CC1)=O)NC(OC(C)(C)C)=O tert-butyl (R)-(1-(2-((6-((tert-butoxycarbonyl)amino)-9H-purin-9-yl)methyl)-5-chloro-3-formylphenyl)-3-(cyclopropylcarbamoyl)pyrrolidin-3-yl)carbamate